O=C1NC(CCC1N1C(C2=CC=CC(=C2C1=O)OCCOCCOCCOCCNC(C1=C(C=C(C=C1)C=1C=NC=2N(N1)C(=CN2)CC=2C=C1C=CC=NC1=CC2)F)=O)=O)=O N-(2-(2-(2-(2-((2-(2,6-dioxopiperidin-3-yl)-1,3-dioxoisoindolin-4-yl)oxy)ethoxy)ethoxy)ethoxy)ethyl)-2-fluoro-4-(7-(quinolin-6-ylmethyl)imidazo[1,2-b][1,2,4]triazin-2-yl)benzamide